trans-methyl 3-((2,6-dichloro-5-fluoropyrimidin-4-yl)amino)bicyclo[2.2.2]octane-2-carboxylate ClC1=NC(=C(C(=N1)NC1C(C2CCC1CC2)C(=O)OC)F)Cl